CS(=O)(=O)OC1CN(C1)C(=O)OC(C)(C)C 3-(methylsulfonyloxy)azetidine-1-carboxylic acid, tert-butyl ester